benzyl N-[(S)-[(2s,5S,6R)-5-azido-6-[(1R,2R,3S,4R,6S)-4,6-diazido-2,3-dihydroxy-cyclohexoxy]tetrahydropyran-2-yl]-cyclopropyl-methyl]-N-benzyl-carbamate N(=[N+]=[N-])[C@H]1CC[C@H](O[C@@H]1O[C@H]1[C@@H]([C@H]([C@@H](C[C@@H]1N=[N+]=[N-])N=[N+]=[N-])O)O)[C@@H](N(C(OCC1=CC=CC=C1)=O)CC1=CC=CC=C1)C1CC1